4-[4-(4-fluoro-phenyl)-1-(3-phenyl-propyl)-5-pyridin-4-yl-1H-imidazol-2-yl]-but-3-yn-1-ol FC1=CC=C(C=C1)C=1N=C(N(C1C1=CC=NC=C1)CCCC1=CC=CC=C1)C#CCCO